NC1=NC=NN2C1=C(C=C2C=2C=C(C(=O)N[C@@H]1CN(C[C@@H]1F)C([C@@](C(F)(F)F)(C)O)=O)C=CC2F)C(F)(F)F 3-[4-amino-5-(trifluoromethyl)pyrrolo[2,1-f][1,2,4]triazin-7-yl]-4-fluoro-N-[(3R,4S)-4-fluoro-1-[(2R)-3,3,3-trifluoro-2-hydroxy-2-methylpropanoyl]pyrrolidin-3-yl]benzamide